N-(4-(2,5-difluoro-4-(2-(3-oxoisoindolin-1-yl)acetamido)phenoxy)pyridin-2-yl)cyclopropanecarboxamide FC1=C(OC2=CC(=NC=C2)NC(=O)C2CC2)C=C(C(=C1)NC(CC1NC(C2=CC=CC=C12)=O)=O)F